O1C=CC2=C1C=CC(=C2)S(=O)(=O)N2CCN(CC2)C(C(CCCOC2=C(C=C(C=C2)F)F)(C)C)=O 1-(4-(benzofuran-5-ylsulfonyl)piperazin-1-yl)-5-(2,4-difluorophenoxy)-2,2-dimethylpentan-1-one